2-(5-chloropyridin-2-yl)-2-(1-(4,5,6,7-tetrahydroisoxazolo[4,3-c]pyridine-5-carbonyl)piperidin-4-ylidene)acetonitrile ClC=1C=CC(=NC1)C(C#N)=C1CCN(CC1)C(=O)N1CC=2C(CC1)=NOC2